FC=1C(=C(C#N)C=C(C1)[N+](=O)[O-])C=1C=C2C=NN(C2=CC1)C 3-fluoro-2-(1-methyl-1H-indazol-5-yl)-5-nitrobenzonitrile